C1(CC1)CNC(=O)C1N(CCN(C1)C1=CC(=C(C=C1)Cl)Cl)C(=O)C1=CC(NC2=CC=CC=C12)=O N-(cyclopropylmethyl)-4-(3,4-dichlorophenyl)-1-(2-oxo-1,2-dihydroquinoline-4-carbonyl)piperazine-2-Carboxamide